ClC=1C=C(C[B])C=CC1Cl 3,4-dichlorobenzylboron